C(=O)[C@@H]1CN(CC1)C(=O)OC(C)(C)C tert-butyl (S)-3-formylpyrrolidine-1-carboxylate